(R)-(+)-(6,6'-dimethoxybiphenyl-2,2'-diyl)bis(diphenylphosphine) COC1=C(C(=CC=C1)P(C2=CC=CC=C2)C3=CC=CC=C3)C4=C(C=CC=C4P(C5=CC=CC=C5)C6=CC=CC=C6)OC